NBNBNBN tetraazaborane